ClC=1C=C(C(=O)OCC)C=CC1C1(COC1)NS(=O)C(C)(C)C Ethyl 3-chloro-4-(3-(1,1-dimethylethylsulfinamido)oxetan-3-yl)benzoate